COC1=C(CN(C(CC2=CNC3=CC=CC=C23)=O)C)C=CC=C1OC N-(2,3-dimethoxybenzyl)-2-(1H-indol-3-yl)-N-methylacetamide